FC(OC1=CC=CC2=CN[C@H]3C=4N(C(=C21)C3)C3=C(N4)C=CC(=C3)C=3C=[N+](C(=CC3)C(C)(C)O)[O-])F (7R,14R)-1-(difluoromethoxy)-11-[6-(2-hydroxypropan-2-yl)-1-oxidopyridin-3-yl]-6,7-dihydro-7,14-methanobenzimidazo[1,2-b][2,5]benzodiazocin